4-((1-(1-(2,4-dinitrophenoxy)prop-1-en-2-yl)-3a,5b,8,8,11a-pentamethylicosahydro-1H-cyclopenta[a]chrysen-9-yl)oxy)-1H-pyrazole [N+](=O)([O-])C1=C(OC=C(C)C2CCC3(C2C2CCC4C5(CCC(C(C5CCC4(C2CC3)C)(C)C)OC=3C=NNC3)C)C)C=CC(=C1)[N+](=O)[O-]